C(N)(OCCC1(CCC(CC1)NC1=C(C=CC(=C1)C=1OC(NN1)=O)C(F)(F)F)CC1=CC=CC=C1)=O (2-{(1r,4r)-benzyl 4-[5-(5-oxo-4,5-dihydro-1,3,4-oxadiazol-2-yl)-2-(trifluoromethyl) anilino] cyclohexyl} ethyl) carbamate